BrC1=CNC=2C1=NC(=CC2)C 3-bromo-5-methyl-1H-pyrrolo[3,2-b]pyridine